N-methyl-N-phenyl-benzamide Ethyl-(2E)-4-[6-({bicyclo[1.1.1]pentan-1-yl}sulfamoyl)-2,4-dioxo-1H-quinazolin-3-yl]but-2-enoate C(C)OC(\C=C\CN1C(NC2=CC=C(C=C2C1=O)S(NC12CC(C1)C2)(=O)=O)=O)=O.CN(C(C2=CC=CC=C2)=O)C2=CC=CC=C2